C(C)N1C2=CC=CC=C2C=2C=C(C=CC12)C(=CC1=CC=C(C=C1)C1=CC=CC=C1)C=1C=CC=2N(C3=CC=CC=C3C2C1)CC 4'-bis(9-ethyl-3-carbazolyl)vinyl-1,1'-biphenyl